ClC1=CC=C(C=N1)S(=O)(CC)=N (6-chloropyridin-3-yl)(imino)(ethyl)-λ6-sulfanone